methyl 6-fluoro-2-oxo-1,2,3,4-tetrahydroquinoline-7-carboxylate FC=1C=C2CCC(NC2=CC1C(=O)OC)=O